Cl.C(C)(=O)OCCNCCOC(C)=O 2-[(2-acetoxyethyl)amino]ethyl acetate HCl